C(C1=CC=CC=C1)OC(=O)N[C@]([C@@H](C)CC)(C(=O)O)C N-[(benzyloxy)carbonyl]-2-methyl-D-alloisoleucine